2-(1-(1-acetylpiperidin-4-yl)-1H-pyrazol-4-yl)-1H-pyrrole C(C)(=O)N1CCC(CC1)N1N=CC(=C1)C=1NC=CC1